C1(=CC=CC=C1)N1NC(C(C1)(C)C)=O 1-phenyl-4,4-dimethyl-3-pyrazolidinone